Methyl (S)-2-((tert-butoxycarbonyl)amino)-3-(3-oxocyclopent-1-en-1-yl)propanoate C(C)(C)(C)OC(=O)N[C@H](C(=O)OC)CC1=CC(CC1)=O